(4-butylcyclohexyl)sec-hexyl fumarate C(\C=C\C(=O)[O-])(=O)OC(C)(CCCC)C1CCC(CC1)CCCC